FC1=C(C=CC(=C1F)OC)C1=CN=C2N1C=CN=C2NC2=CC(=C(C(=O)NCCCNCC(=O)O)C=C2)CC (3-(4-((3-(2,3-difluoro-4-methoxy-phenyl)imidazo[1,2-a]pyrazin-8-yl)amino)-2-ethylbenzamido)propyl)glycine